trimethyl-(phenyl)ammonium iodide [I-].C[N+](C1=CC=CC=C1)(C)C